[13CH3]N(C(CC1=CN(C2=CC=CC=C12)C(=O)OC(C)(C)C)=O)[13CH3] tert-Butyl 3-(2-(di(methyl-13C)amino)-2-oxoethyl)-1H-indole-1-carboxylate